4-chloro-3-cyano-N-(6-methyl-5-((3-(9-(tetrahydro-2H-pyran-2-yl)-9H-purin-6-yl)pyridin-2-yl)amino)-pyridin-3-yl)benzamide ClC1=C(C=C(C(=O)NC=2C=NC(=C(C2)NC2=NC=CC=C2C2=C3N=CN(C3=NC=N2)C2OCCCC2)C)C=C1)C#N